propionic acid, 2-phenylethyl ester C(CC)(=O)OCCC1=CC=CC=C1